(S)-6-(4-(2-methoxyethoxy)phenyl)-4-(piperidin-3-ylamino)pyrido[3,2-d]pyrimidine-8-carboxamide COCCOC1=CC=C(C=C1)C=1C=C(C=2N=CN=C(C2N1)N[C@@H]1CNCCC1)C(=O)N